ClC=1SC(=CN1)CC(C(C(C)(C)C)=O)N1N=CN=C1 (2-chlorothiazol-5-yl)-4,4-dimethyl-2-(1H-1,2,4-triazol-1-yl)pentan-3-one